C/C(/C(=O)OC)=C/C methyl (Z)-2-methylbut-2-enoate